C(C)(C)(C)OC(=O)NC1CCN(CC1)S(=O)(=O)C=1C=C(C=CC1)N1CCN(CC1)C(=O)OCC1=CC=CC=C1 benzyl 4-(3-{4-[(tert-butoxycarbonyl)amino]piperidin-1-ylsulfonyl}phenyl)piperazine-1-carboxylate